N1=CC=C(C=C1)C1=CC=C(S1)CN1C(NN=C1)=O 4-{[5-(pyridin-4-yl)thiophen-2-yl]methyl}-2,4-dihydro-3H-1,2,4-triazol-3-one